C(C)OC(=O)C=1C=NC(=NC1)NC(CN1N=C(C2=C(C1=O)C=C(O2)C2CC2)C(C)C)=O (2-(2-cyclopropyl-7-isopropyl-4-oxofuro[2,3-d]pyridazin-5(4H)-yl)acetamido)pyrimidine-5-carboxylic acid ethyl ester